C(C1=CC=CC=C1)OCC1CC(C1)C=1C=NC(=NC1)N 5-((1r,3r)-3-((benzyloxy)methyl)cyclobutyl)pyrimidin-2-amine